tertbutyl (S)-4,4-difluoro-2-(hydroxymethyl)pyrrolidine-1-carboxylate FC1(C[C@H](N(C1)C(=O)OC(C)(C)C)CO)F